CS(=O)(=O)O.FC=1C=C(C=CC1OC=1C=C2C=NN(C2=CC1C=1C=NNC1)C)NC(=O)C=1C(N(C(=CC1)C(F)(F)F)C1=CC=C(C=C1)F)=O N-(3-fluoro-4-(1-methyl-6-(1H-pyrazol-4-yl)-1H-indazol-5-yloxy)phenyl)-1-(4-fluorophenyl)-6-trifluoromethyl-2-oxo-1,2-dihydropyridine-3-carboxamide monomethanesulfonate